FC(C1=NC=CC(=C1)C1=NOC(=C1)[C@H](C)NC(C1=CC=CC=C1)=O)(F)F (S)-N-(1-(3-(2-(trifluoromethyl)pyridin-4-yl)isoxazol-5-yl)ethyl)benzamide